FC=1C=C(C(=O)C2=NC=CC(=C2)N2N=C(C(=C2)C(=O)OCC)C)C=C(C1)C(F)(F)F ethyl 1-(2-(3-fluoro-5-(trifluoromethyl)benzoyl)pyridin-4-yl)-3-methyl-1H-pyrazole-4-carboxylate